C(C=C)(=O)N1C[C@@H](O[C@H](C1)C)C1=CC(=NC(=C1)Cl)C=1C=NC=C(C1)C(=O)NC 4-((2s,6S)-4-acryloyl-6-methylmorpholin-2-yl)-6-chloro-N-methyl-[2,3'-bipyridine]-5'-carboxamide